NC1=C(C(=CC=C1)F)CNCC(=O)OC methyl 2-{[(2-amino-6-fluorophenyl)methyl]amino}acetate